ClC1=C(C=CC=C1F)C(C)C1N(CCN(C1)C1=C(C=NC=C1)F)C(=O)N (1-(2-Chloro-3-fluorophenyl)ethyl)-4-(3-fluoropyridin-4-yl)piperazine-1-carboxamide